C(C)[SiH2]OCC ethyl-(ethoxy)silane